1'-((6-bromo-2-(2,6-dioxopiperidin-3-yl)-1,3-dioxoisoindoline-5-yl)methyl)-N-(5-(((5-(tert-butyl)oxazol-2-yl)methyl)thio)thiazol-2-yl)-[1,4'-bipiperidine]-4-carboxamide BrC1=C(C=C2C(N(C(C2=C1)=O)C1C(NC(CC1)=O)=O)=O)CN1CCC(CC1)N1CCC(CC1)C(=O)NC=1SC(=CN1)SCC=1OC(=CN1)C(C)(C)C